tert-butyl (4-(2-((2S,6R)-4-acetyl-2,6-dimethylpiperazin-1-yl)ethoxy)phenyl)carbamate C(C)(=O)N1C[C@@H](N([C@@H](C1)C)CCOC1=CC=C(C=C1)NC(OC(C)(C)C)=O)C